C(C)SC1=CC(=CC(=N1)N1C(C=2C=C(C=C(C2C1)C(=O)N)CN1C[C@H](CCC1)C)=O)C1(COC1)CC1=NN=CN1C 2-[6-(ethylsulfanyl)-4-{3-[(4-methyl-1,2,4-triazol-3-yl)methyl]oxetan-3-yl}pyridin-2-yl]-6-{[(3S)-3-methylpiperidin-1-yl]methyl}-1-oxo-3H-isoindole-4-carboxamide